4-[1-[2-[5-(difluoromethyl)-3-(trifluoromethyl)pyrazol-1-yl]acetyl]-4-piperidinyl]-N-tetrahydronaphthalen-1-yl-tetrahydrobenzoxazepine-2-Carboxamide FC(C1=CC(=NN1CC(=O)N1CCC(CC1)C1CN(OC=2C(C1)CC=CC2)C(=O)NC2CCCC1=CC=CC=C21)C(F)(F)F)F